BrC1=C2C=NN(C2=CC=C1[N+](=O)[O-])C(C)C 4-bromo-5-nitro-1-(propan-2-yl)indazole